(4-chlorophenyl)-3-hydroxypropionic acid ClC1=CC=C(C=C1)C(C(=O)O)CO